BrC1=NN=C(S1)NC(CSC=1NC(C2=C(N1)N(N=C2)C2=CC=CC=C2)=O)=O N-(5-Bromo-1,3,4-thiadiazol-2-yl)-2-((4-oxo-1-phenyl-4,5-dihydro-1H-pyrazolo[3,4-d]pyrimidin-6-yl)thio)acetamid